C(C)(C)(C)OC(NC1CN(CCC1)C(=O)C1=CC2=C(N(C(=N2)C2=CC3=C(N(N=C3)CC3=CC=C(C=C3)OC)N2CC2CC2)C)C(=C1)OC)=O (1-(2-(6-(cyclopropylmethyl)-1-(4-methoxybenzyl)-1,6-dihydropyrrolo[2,3-c]pyrazol-5-yl)-7-methoxy-1-methyl-1H-benzo[d]imidazole-5-carbonyl)piperidin-3-yl)carbamic acid tert-butyl ester